{1,4,7-triazecane-1,7-diylbis[methylene(2-hydroxy-5-methyl-3,1-phenylene)methyleneazanediylmethylene]}bis(phosphonic acid) N1(CCNCCN(CCC1)CC=1C(=C(C=C(C1)C)CNCP(O)(O)=O)O)CC=1C(=C(C=C(C1)C)CNCP(O)(O)=O)O